C1(=CC=CC2=CC=CC=C12)\C=N\S(=O)(=O)F (E)-(naphthalen-1-ylmethylene)sulfamoyl fluoride